(S)-2-amino-N-(4-(2,3-dimethylpyridin-4-yl)phenyl)-3,3-diphenylpropanamide Dihydrochloride salt Cl.Cl.N[C@H](C(=O)NC1=CC=C(C=C1)C1=C(C(=NC=C1)C)C)C(C1=CC=CC=C1)C1=CC=CC=C1